C(C)OC1=NC=C(C(=N1)NC=1C2=C(NN1)C(N(C2)C(=O)N2[C@H](CN([C@@H](C2)C)CCCOC)C)(C)C)F N-(2-ethoxy-5-fluoropyrimidin-4-yl)-5-{[(2S,5R)-4-(3-methoxypropyl)-2,5-dimethylpiperazin-1-yl]carbonyl}-6,6-dimethyl-1,4,5,6-tetrahydropyrrolo[3,4-c]pyrazol-3-amine